1-methyl-N-(3-(3-oxo-2,3-dihydrospiro[indene-1,4'-piperidin]-6-yl)-1H-pyrrolo[2,3-b]pyridin-5-yl)piperidine-4-carboxamide CN1CCC(CC1)C(=O)NC=1C=C2C(=NC1)NC=C2C2=CC=C1C(CC3(CCNCC3)C1=C2)=O